tert-butyl 4-[1-[4-[3-[2,6-difluoro-3-[[(3R)-3-fluoropyrrolidin-1-yl]sulfonylamino]benzoyl]-1H-pyrrolo[2,3-b]pyridin-5-yl]phenyl]-4-piperidyl]piperazine-1-carboxylate FC1=C(C(=O)C2=CNC3=NC=C(C=C32)C3=CC=C(C=C3)N3CCC(CC3)N3CCN(CC3)C(=O)OC(C)(C)C)C(=CC=C1NS(=O)(=O)N1C[C@@H](CC1)F)F